2-chloro-N,N-bis(4-methoxybenzyl)-6-methylthieno[2,3-b]pyrazin-3-amine ClC=1N=C2C(=NC1N(CC1=CC=C(C=C1)OC)CC1=CC=C(C=C1)OC)SC(=C2)C